(2-chloroacetyl)-1,4-dioxa-8-azaspiro[4.5]decane-8-carboxamide ClCC(=O)C1OC2(OC1)CCN(CC2)C(=O)N